S1C=NC2=C1C=CC(=C2)CNC2=C(C=C(C=C2)S(=O)(=O)NC)C=2N=CN(C2)C 4-(1,3-benzothiazol-5-ylmethylamino)-N-methyl-3-(1-methylimidazol-4-yl)benzenesulfonamide